CN1CCC(CC1)OC1=CC(=NC(=C1)NC=1SC(=CN1)C)NC1CN(CCC1)C(C#CC)=O 1-(3-((4-((1-methylpiperidin-4-yl)oxy)-6-((5-methylthiazol-2-yl)amino)pyridin-2-yl)amino)piperidin-1-yl)but-2-yn-1-one